COC(=O)C=1OC(=NN1)C1=NC=CC=C1Cl 5-(3-chloropyridin-2-yl)-1,3,4-oxadiazole-2-carboxylic acid methyl ester